CC(C)C(=O)C(=O)O The molecule is a 2-oxo monocarboxylic acid that is the 2-oxo derivative of isovaleric acid. It has a role as a human metabolite and a Saccharomyces cerevisiae metabolite. It derives from a butyric acid. It is a conjugate acid of a 3-methyl-2-oxobutanoate. It is a tautomer of a 2-hydroxy-3-methyl-2-butenoic acid.